5-aminoquinoline NC1=C2C=CC=NC2=CC=C1